FC1=C(C=CC=C1)C1=C(C(=C(N=N1)NC1C[C@@H]2[C@@H](CN(C2)C([2H])([2H])C2CCOCC2)C1)C)C (3aR,5s,6aS)-N-(6-(2-fluorophenyl)-4,5-dimethylpyridazin-3-yl)-2-((tetrahydro-2H-pyran-4-yl)methyl-d2)octahydrocyclopenta[c]pyrrol-5-amine